O.O.O.[Na+].NC(CCC(O)P([O-])(O)=O)P(O)(O)=O (4-amino-1-hydroxybutylene)bisphosphonic acid monosodium salt trihydrate